C(#N)C1=CC=C(C=C1)C1=CC(=CC=2N1N=CN2)C(=O)NC2COC2 5-(4-cyanophenyl)-N-(oxetan-3-yl)-[1,2,4]triazolo[1,5-a]pyridine-7-carboxamide